ClC1=C(C(=O)O)C=CC(=C1)NC(=O)C1=CC=C2CCN(C2=C1)S(=O)(=O)C1=CC(=C(C=C1)Cl)Cl 2-Chloro-4-{[1-(3,4-dichloro-benzenesulfonyl)-2,3-dihydro-1H-indole-6-carbonyl]-amino}-benzoic acid